O1C2=C(OCC1)C=C(C=C2)[C@H]2[C@](C[C@@H]1N2C([C@H](N(C1=O)C)C)=O)(C#N)C |r| Rac-(3r,6s,7s,8as)-6-(2,3-dihydrobenzo[b][1,4]dioxin-6-yl)-2,3,7-trimethyl-1,4-dioxooctahydro-pyrrolo[1,2-a]pyrazine-7-carbonitrile